3-[4-[1-[2-[4-[[2,6-dimethoxy-4-[1-[(4-methoxyphenyl)methyl]-6-methyl-7-oxo-pyrazolo[3,4-c]pyridin-4-yl]phenyl]methyl]phenyl]acetyl]-4-piperidyl]anilino]piperidine-2,6-dione COC1=C(C(=CC(=C1)C=1C2=C(C(N(C1)C)=O)N(N=C2)CC2=CC=C(C=C2)OC)OC)CC2=CC=C(C=C2)CC(=O)N2CCC(CC2)C2=CC=C(NC1C(NC(CC1)=O)=O)C=C2